CC=1N=NN(C1C(=O)O)CC=1C=NC(=CC1)C(NC1=CC=C(C=C1)C(F)(F)F)=O 4-methyl-1-((6-((4-(trifluoromethyl)phenyl)carbamoyl)pyridin-3-yl)methyl)-1H-1,2,3-triazole-5-carboxylic acid